FC(CN1N=CC2=C1N=C(N(C2=O)CC)N2CC1(CN(C1)C1=NC(=NC(=C1)C(F)(F)F)C)CC2)F 1-(2,2-difluoroethyl)-5-ethyl-6-(2-(2-methyl-6-(trifluoromethyl)pyrimidin-4-yl)-2,6-diazaspiro[3.4]octan-6-yl)-1,5-dihydro-4H-pyrazolo[3,4-d]pyrimidin-4-one